1,2-dierucoyl-sn-glycero-3-phosphocholine C(CCCCCCCCCCC\C=C/CCCCCCCC)(=O)OC[C@@H](OC(CCCCCCCCCCC\C=C/CCCCCCCC)=O)COP(=O)([O-])OCC[N+](C)(C)C